ClCC=1C(=NC(=NC1C)COC1=NC=CC=N1)OC 5-(chloromethyl)-4-methoxy-6-methyl-2-((pyrimidin-2-yloxy)-methyl)pyrimidine